NCC1=NN(C=C1)CCO 2-(3-(aminomethyl)-1H-pyrazol-1-yl)ethan-1-ol